4-Ethoxy-2-{6-[2-(7-fluoro-4-methoxy-2-methyl-indol-1-yl)-ethylamino]-pyrimidin-4-yl}-thiazole-5-carboxylic acid C(C)OC=1N=C(SC1C(=O)O)C1=NC=NC(=C1)NCCN1C(=CC2=C(C=CC(=C12)F)OC)C